NC1=NC=NC=2N(C3=C(C=CC=C3C21)C(=O)O)CC(=O)N2[C@@H]1C[C@@]1(C[C@H]2C(NC2=NC(=CC=C2)Br)=O)C 4-amino-9-(2-((1R,3S,5R)-3-((6-bromopyridin-2-yl)carbamoyl)-5-methyl-2-azabicyclo[3.1.0]hexan-2-yl)-2-oxoethyl)-9H-pyrimido[4,5-b]indole-8-carboxylic acid